ClC=1C=CC=2N=CN=C(C2N1)NC1=C(C(=C(C=C1)OC1=CC2=C(N(N=N2)C)C=C1)F)F 6-chloro-N-(2,3-difluoro-4-((1-methyl-1H-benzo[d][1,2,3]triazol-5-yl)oxy)phenyl)pyrido[3,2-d]pyrimidin-4-amine